((1R,5S,6s)-6-amino-3-azabicyclo[3.1.0]hexan-3-yl)(2-cyclopropyl-8-methylimidazo[1,2-a]pyridin-6-yl)methanone dihydrochloride Cl.Cl.NC1[C@@H]2CN(C[C@H]12)C(=O)C=1C=C(C=2N(C1)C=C(N2)C2CC2)C